N-(2H3)methyl-6-propanamidopyridazine-3-carboxamide C(NC(=O)C=1N=NC(=CC1)NC(CC)=O)([2H])([2H])[2H]